FC(C1=NC(=NC=C1OC)C(=O)OCC)F ethyl 4-(difluoromethyl)-5-methoxypyrimidine-2-carboxylate